ClC1=CC2=C(OC(CN2)C(=O)N[C@@H]2CC[C@H](CC2)C(NCC2CNC3=C(O2)C=CC(=C3)Cl)=O)C=C1 6-chloro-N-(trans-4-(((6-chloro-3,4-dihydro-2H-benzo[b][1,4]oxazin-2-yl)methyl)carbamoyl)cyclohexyl)-3,4-dihydro-2H-benzo[b][1,4]oxazine-2-carboxamide